5,15-bis(3,5-bis(dodecyloxy)phenyl)-10,20-bisbromoporphyrin C(CCCCCCCCCCC)OC=1C=C(C=C(C1)OCCCCCCCCCCCC)C=1C2=CC=C(N2)C(=C2C=CC(C(=C3C=CC(=C(C=4C=CC1N4)Br)N3)C3=CC(=CC(=C3)OCCCCCCCCCCCC)OCCCCCCCCCCCC)=N2)Br